C(C)(C)N1N=C(C=C1)C1=C(C2=C(N=C(N=C2NC2=NC=CC(=N2)OC)C=2N(C=CN2)C)S1)C 6-(1-Isopropyl-1H-pyrazol-3-yl)-N-(4-methoxypyrimidin-2-yl)-5-methyl-2-(1-methyl-1H-imidazol-2-yl)thieno[2,3-d]pyrimidin-4-amine